2-((4-((4-(3-((2-((1S)-1-((tetrahydro-2H-pyran-2-yl)oxy)ethyl)-1H-imidazole-1-yl)methyl)isoxazol-5-yl)phenyl)ethynyl)benzyl)amino)acetamide O1C(CCCC1)O[C@@H](C)C=1N(C=CN1)CC1=NOC(=C1)C1=CC=C(C=C1)C#CC1=CC=C(CNCC(=O)N)C=C1